B(C1=CC=C(C=C1)CS(=O)(=O)N(C)C)(O)O 4-((N,N-DIMETHYLSULFAMOYL)METHYL)PHENYLBORONIC ACID